FC(C=1SC(=CN1)S(=O)(=O)N)F 2-(difluoromethyl)thiazole-5-sulfonamide